FC=1C(=CC(=C(C(=O)NC2=C(C=CC=C2)C)C1)O[C@@H](C)C1=CC=CC=C1)N1N=C2N(CCCC2)C1=O 5-fluoro-N-(2-methylphenyl)-4-(3-oxo-5,6,7,8-tetrahydro[1,2,4]triazolo[4,3-a]pyridin-2(3H)-yl)-2-[(1S)-1-phenylethoxy]benzamide